(2R,4S)-1-cyano-N-[2-[(4,4-difluorocyclohexyl)amino]-1-(5-fluoro-3-pyridyl)-2-oxo-ethyl]-4-methylsulfonyl-N-[4-(pentafluoro-λ6-sulfanyl)phenyl]pyrrolidine-2-carboxamide C(#N)N1[C@H](C[C@@H](C1)S(=O)(=O)C)C(=O)N(C1=CC=C(C=C1)S(F)(F)(F)(F)F)C(C(=O)NC1CCC(CC1)(F)F)C=1C=NC=C(C1)F